BrC=1C=CC=C2CCCC(C12)(O)CC 8-bromo-1-ethyl-1,2,3,4-tetrahydronaphthalen-1-ol